N1C=CC2=CC(=CC=C12)OC=1C=C(C=CC1)C=1NC(=NN1)CC=1C=C(C=CC1)CCCCC#N 5-(3-((5-(3-((1H-indol-5-yl)oxy)phenyl)-4H-1,2,4-triazol-3-yl)methyl)phenyl)pentanenitrile